6-(2-amino-5-(4-((1R,5S)-3-(2,2,2-trifluoroethyl)-3-azabicyclo[3.1.0]hexan-1-yl)phenyl)pyridin-3-yl)-3,4-dihydroisoquinolin-1(2H)-one NC1=NC=C(C=C1C=1C=C2CCNC(C2=CC1)=O)C1=CC=C(C=C1)[C@@]12CN(C[C@H]2C1)CC(F)(F)F